C(C)O[Si](CCCN(CCC)CCC[Si](OCC)(OCC)OCC)(OCC)OCC N,N-bis(3-(triethoxysilyl)propyl)propane-1-amine